(3R,5S,8S,9S,10S,13S,14S)-17-(1-hydroxyethyl)-3,13-dimethyltetradecahydro-6H-5,10-methanocyclopenta[a]phenanthren-3-ol OC(C)C1CC[C@H]2[C@@H]3CC[C@]45C[C@@](CC[C@@]4([C@H]3CC[C@]12C)C5)(O)C